1-Pentyl-3-butylpyrrolidinium chlorid [Cl-].C(CCCC)[NH+]1CC(CC1)CCCC